CC(COC([C@@H](NC(=O)OC(C)(C)C)C)=O)(CC)C (Boc)-L-alanine 2,2-dimethylbutyl ester